[Si](C1=CC=CC=C1)(C1=CC=CC=C1)(C(C)(C)C)OCCCCCCCNC1=NC=NC(=C1CCl)Cl N-(7-((tert-butyldiphenylsilyl)oxy)heptyl)-6-chloro-5-(chloromethyl)pyrimidin-4-amine